(5-chloro-1H-benzo[d]imidazol-2-yl)(4-(2,2-difluorobenzo[d][1,3]dioxole-5-carbonyl)piperazin-1-yl)methanone ClC1=CC2=C(NC(=N2)C(=O)N2CCN(CC2)C(=O)C2=CC3=C(OC(O3)(F)F)C=C2)C=C1